BrC(C(C)OC(C)=O)([N+](=O)[O-])Br 1,1-dibromo-1-nitro-2-acetoxypropane